cyclopentacycloheptatriene C1C=CC2=C1CC=C=C=C2